ClC=1C=C2C=C(C=NC2=C(C1C1=C(C=CC=C1OC)F)F)C(=O)N 6-chloro-8-fluoro-7-(2-fluoro-6-methoxyphenyl)quinoline-3-carboxamide